CN(C(=O)C=1N=CNC1)CC1=CC(=CC=C1)C1=C(N=CS1)C N-methyl-N-[[3-(4-methyl-1,3-thiazol-5-yl)phenyl]methyl]-1H-imidazole-4-carboxamide